tert-butyl 9-(3-((2S,3S)-1-methyl-5-oxo-2-(pyridin-3-yl) pyrrolidine-3-carboxamido)propyl)-3,9-diazaspiro[5.5]undecane-3-carboxylate CN1[C@@H]([C@H](CC1=O)C(=O)NCCCN1CCC2(CCN(CC2)C(=O)OC(C)(C)C)CC1)C=1C=NC=CC1